4-(3-chloro-2-fluorophenyl)-7-((3-methyl-3-azabicyclo[3.1.0]hexane-1-yl)ethynyl)quinazoline-4,6-diamine ClC=1C(=C(C=CC1)C1(NC=NC2=CC(=C(C=C12)N)C#CC12CN(CC2C1)C)N)F